Cl.C[C@@H]1C[C@H]2[C@@H](NC1)C1=C(O2)C=C(C=C1)C(F)(F)F (3R,4aS,9bS)-3-methyl-7-(trifluoromethyl)-1,2,3,4,4a,9b-hexahydrobenzofuro[3,2-b]pyridine hydrogen chloride